C(CCC)OCN(C1=NC(=NC(=N1)N(COCCCC)COCCCC)N(COCCCC)COCCCC)COCCCC N,N,N',N',N'',N''-hexakis(butoxymethyl)melamine